2-[2-chloro-3-[(1-methyltetrazol-5-yl)carbamoyl]-6-(trifluoromethoxy)phenyl]acetic acid ClC1=C(C(=CC=C1C(NC1=NN=NN1C)=O)OC(F)(F)F)CC(=O)O